ClC=1N=NC(=CC1[C@@H]1[C@H](C1)COC(C)C)C=1C(=NC(=NC1)OC)OC 3-Chloro-6-(2,4-dimethoxypyrimidin-5-yl)-4-((1S,2S)-2-(isopropoxymethyl)cyclopropyl)pyridazine